C1=CC=CC=2NC3=C(C=CC21)C=C(C=C3)O dibenzo[b,f]azepin-8-ol